CN1N=NC=N1 3-methyl-tetrazole